(9Z,12Z)-1-(5-methoxy-3-(((R)-1-(methyl-d3)pyrrolidin-2-yl)methyl-d2)-1H-indol-1-yl)octadeca-9,12-dien-1-one COC=1C=C2C(=CN(C2=CC1)C(CCCCCCC\C=C/C\C=C/CCCCC)=O)C([2H])([2H])[C@@H]1N(CCC1)C([2H])([2H])[2H]